BrC=1C=C2CCOCC2=C(C1)C1N(CC(C1)O)C(=O)OC(C)(C)C Tert-butyl 2-(6-bromoisochroman-8-yl)-4-hydroxypyrrolidine-1-carboxylate